(Z)-2-((prop-1-en-1-yloxy)methyl)oxirane C(=C/C)/OCC1OC1